7'-fluoro-N-[(2-methyl-1H-indol-5-yl)methyl]-4'-oxo-3',4'-dihydrospiro[azetidine-3,2'-[1]benzopyran]-1-carboxamide FC1=CC2=C(C(CC3(O2)CN(C3)C(=O)NCC=3C=C2C=C(NC2=CC3)C)=O)C=C1